(2,5-dihydroxy-phenyl)-10-oxo-decanoic acid OC1=C(C=C(C=C1)O)C(C(=O)O)CCCCCCCC=O